[Si]12=CC=C(N1)C=C1C=CC(=N1)C=C1C=CC(N1)=CC=1C=CC(N1)=C2 silaporphyrin